1,2,3,4-tetrahydro-1,8-naphthyridine dihydrochloride Cl.Cl.N1CCCC2=CC=CN=C12